5-(3-amino-1H-pyrazol-4-yl)-N-(3-cyano-5-fluorobenzyl)-6-fluoroindoline-1-carboxamide NC1=NNC=C1C=1C=C2CCN(C2=CC1F)C(=O)NCC1=CC(=CC(=C1)F)C#N